NC1=C(C=CC=C1NCC1=CC(=C(C=C1)Cl)Cl)N1CCN(CC1)C(=O)OC(C)(C)C Tert-Butyl 4-(2-Amino-3-((3,4-Dichlorobenzyl)Amino)Phenyl)Piperazine-1-Carboxylate